4-(2-Acetoxyacetyl)-6-bromo-2-cyclobutoxy-nicotinic acid methyl ester COC(C1=C(N=C(C=C1C(COC(C)=O)=O)Br)OC1CCC1)=O